C(C(C)C)OC1=C(C(=O)C2=CC=CC=C2)C=CC=C1 isobutoxybenzophenone